(z)-2-butenyl-benzamide C(=C/CC)/C1=C(C(=O)N)C=CC=C1